4-(3-(cyclopropylmethoxy)-4-(difluoromethoxy)phenethyl)-1-hydroxy-pyridin-2(1H)-one C1(CC1)COC=1C=C(CCC2=CC(N(C=C2)O)=O)C=CC1OC(F)F